NC1=NC=C(C#N)C(=C1)N1CC(CC1)(F)F 6-amino-4-(3,3-difluoropyrrolidin-1-yl)nicotinonitrile